C(CCCCCCCC(=O)OCC(COC(CCCCCCCC(=O)OCC\C=C/CCCC)=O)(COC(CCCCCCCC(=O)OCC\C=C/CCCC)=O)CO)(=O)OCC\C=C/CCCC O9-[2-(hydroxymethyl)-3-[9-[(Z)-oct-3-enoxy]-9-oxo-nonanoyl]oxy-2-[[9-[(Z)-oct-3-enoxy]-9-oxo-nonanoyl]oxymethyl]propyl] O1-[(Z)-oct-3-enyl] nonanedioate